acryloxydodecylfluorodimethylsilane C(C=C)(=O)OCCCCCCCCCCCC[Si](C)(C)F